N-Isopropylimidodisulfuric acid disodium salt [Na+].[Na+].C(C)(C)N(S(=O)(=O)[O-])S(=O)(=O)[O-]